O=C1N(N=C(O1)CCNCC1CC=2C=CC=C(C2C1)C#N)C=1C=CC=2OCC(NC2N1)=O 2-[[2-[5-oxo-4-(3-oxo-4H-pyrido[3,2-b][1,4]oxazin-6-yl)-1,3,4-oxadiazol-2-yl]ethylamino]methyl]-2,3-dihydro-1H-indene-4-carbonitrile